CC1=C[C@@H]2[C@H](C(OC=3C=C(C=C(C23)O)C(C)(CCCCCC)C)=C)CC1 (6Ar,10aR)-9-methyl-6-methylidene-3-(2-methyloctan-2-yl)-6a,7,8,10a-tetrahydrobenzo[c]chromen-1-ol